O=C1NC(CCC1N1C(C2=CC=C(C=C2C1=O)NCC1CC2(CN(C2)C(=O)OC(C)(C)C)C1)=O)=O tert-butyl 6-[[[2-(2,6-dioxo-3-piperidyl)-1,3-dioxo-isoindolin-5-yl]amino]methyl]-2-azaspiro[3.3]heptane-2-carboxylate